C(CCCCCCCCC(=O)[O-])(=O)OCCCCCCC(C)C monoisononyl sebacate